[Cu].[Ni].[Co].[Fe].[Mn] manganese-iron-cobalt-nickel-copper